FC(C1=CC=C(C=N1)NC(NCCCCCCCCCCCCC(=O)O)=O)(F)F 13-(3-(6-(trifluoromethyl)pyridin-3-yl)ureido)tridecanoic acid